CC(C)(C)S(=O)(=O)N[C@@H](C)C1=CC(=CC=C1)C(F)(F)F (R)-2-methyl-N-((S)-1-(3-(trifluoromethyl)phenyl)ethyl)propane-2-sulfonamide